Tetramethyl-ammonium tris(trifluoromethylsulfonyl)methide [C-](S(=O)(=O)C(F)(F)F)(S(=O)(=O)C(F)(F)F)S(=O)(=O)C(F)(F)F.C[N+](C)(C)C